(R)-3-(6-fluoro-7-methyl-1H-benzo[d]imidazol-2-yl)-2-methyl-N-((S)-11-oxo-2,3,10,11-tetrahydro-1H,5H-benzo[d]pyrazolo[1,2-a][1,2]diazepin-10-yl)propanamide FC=1C=CC2=C(NC(=N2)C[C@H](C(=O)N[C@H]2C3=C(CN4N(C2=O)CCC4)C=CC=C3)C)C1C